1,2,3-trifluoro-5-[isocyano(p-tolylsulfonyl)methyl]benzene FC1=C(C(=CC(=C1)C(S(=O)(=O)C1=CC=C(C=C1)C)[N+]#[C-])F)F